C(CCC(=O)[O-])CC(=O)[O-] The molecule is a dicarboxylic acid dianion obtained by the deprotonation of both the carboxy groups of adipic acid. It has a role as a human xenobiotic metabolite. It is a conjugate base of an adipate(1-).